CC1(C(CC1)C=1C=C2C(=C(C(N(C2=CC1)C)=O)C#N)N1CCC(CC1)C=1OC2=C(N1)C=C(C=C2)C)C 6-[2,2-dimethylcyclobutyl]-1-methyl-4-[4-(5-methyl-1,3-benzooxazol-2-yl)piperidin-1-yl]-2-oxo-1,2-dihydroquinoline-3-carbonitrile